6,7-dimethoxy-2-phenyl-1,2,3,4-tetrahydroisoquinoline COC=1C=C2CCN(CC2=CC1OC)C1=CC=CC=C1